C(C)(C)(C)OC(=O)N1CC2CCC(C1)N2C2=CN=C(S2)N 8-(2-aminothiazol-5-yl)-3,8-diazabicyclo[3.2.1]octane-3-carboxylic acid tert-butyl ester